COC1=CC=C(C=N1)[C@H](CC(=O)O)N1C(C(C1)C1=CC=C(C=C1)C1=NC=2NCCCC2C=C1)=O (3S)-3-(6-methoxypyridin-3-yl)-3-(2-oxo-3-(4-(5,6,7,8-tetrahydro-1,8-naphthyridin-2-yl)phenyl)azetidin-1-yl)propionic acid